(1S,2S)-N-(3-amino-4-fluorophenyl)-2-(4-methylpyrimidin-2-yl)cyclopropane-1-carboxamide NC=1C=C(C=CC1F)NC(=O)[C@@H]1[C@H](C1)C1=NC=CC(=N1)C